5-chloro-1-(3,3,3-trifluoropropyl)-1H-pyrazol-4-amine ClC1=C(C=NN1CCC(F)(F)F)N